CC1=C(C=NC=C1)C=1C(=NN(C1)C=1C=NC=CC1)C(=O)O 4-(4-methylpyridin-3-yl)-1-(pyridin-3-yl)-1H-pyrazole-3-carboxylic acid